meta-hydroxymethyl-benzenesulfonic acid OCC=1C=C(C=CC1)S(=O)(=O)O